S1C=C(C2=C1C=CC=C2)C2=NC(=C1N=CN(C1=N2)C(C)C)NCC2=CC1=C(NC(N1)=O)C=C2 5-({[2-(1-benzothiophen-3-yl)-9-(propan-2-yl)-9H-purin-6-yl]amino}methyl)-2,3-dihydro-1H-1,3-benzodiazol-2-one